(R)-3-(3-bromo-imidazo[1,2-a]pyridin-6-yl)-pyrrolidine-1-carboxylic acid tert-butyl ester C(C)(C)(C)OC(=O)N1C[C@H](CC1)C=1C=CC=2N(C1)C(=CN2)Br